[Na+].[Na+].[Na+].[Na+].OCC(P([O-])([O-])=O)P([O-])([O-])=O hydroxyethylidenediphosphonic acid tetrasodium salt